4-((2-(4-benzyloxyphenyl)-4-methyl-5-thiazolyl)methyl)-N2-isobutyl-2,4-pyrimidinediamine C(C1=CC=CC=C1)OC1=CC=C(C=C1)C=1SC(=C(N1)C)CC1(NC(=NC=C1)NCC(C)C)N